1-[(1S)-1-[2-(5-cyano-2-pyridyl)-1,2,4-triazol-3-yl]ethyl]-3-(4,6-dibromo-3-pyridyl)urea C(#N)C=1C=CC(=NC1)N1N=CN=C1[C@H](C)NC(=O)NC=1C=NC(=CC1Br)Br